C[Si](C)(C)SCCC[Si](OCC)(OCC)C (trimethylsilyl)[3-(methyldiethoxysilyl)propyl]sulfide